N-benzylisoquinolin-1-amine C(C1=CC=CC=C1)NC1=NC=CC2=CC=CC=C12